CC(C)([Si](O[C@@H]([C@H](O[Si](C(C)(C)C)(C)C)C=C)C=C)(C)C)C (5R,6R)-2,2,3,3,8,8,9,9-octamethyl-5,6-divinyl-4,7-dioxa-3,8-disiladecane